N1=C(N=CC=C1)S(=O)(=O)C=1N=CSC1 4-(pyrimidylsulfonyl)thiazole